N-((R)-1-(3-(difluoromethyl)-2-fluorophenyl)ethyl)-2-methyl-7-(2-morpholinoethoxy)-6-(((S)-tetrahydrofuran-3-yl)oxy)quinazolin-4-amine FC(C=1C(=C(C=CC1)[C@@H](C)NC1=NC(=NC2=CC(=C(C=C12)O[C@@H]1COCC1)OCCN1CCOCC1)C)F)F